CREATININE CN1CC(=O)NC1=N